Methyl (2-((((9H-fluorene-9-yl)methoxy)carbonyl)amino)acetamido)acetate C1=CC=CC=2C3=CC=CC=C3C(C12)COC(=O)NCC(=O)NCC(=O)OC